FC(COC(C(=O)Cl)=O)(F)F.FC1=C(C=CC(=C1)C(F)(F)F)CN(C(C(=O)OCC(F)(F)F)=O)C 2,2,2-Trifluoroethyl 2-[[2-fluoro-4-(trifluoromethyl)phenyl]methyl-methyl-amino]-2-oxo-acetate 2,2,2-Trifluoroethyl-2-chloro-2-oxo-acetate